1-(2-hydroxyethyl)pyrrolidinium OCC[NH+]1CCCC1